C(C1=CC=CC=C1)NC1=CC=C2C=C(N(C2=C1)C(=O)OC(C)(C)C)CNC(CC)=O tert-butyl 6-(benzylamino)-2-(propionamidomethyl)-1H-indole-1-carboxylate